ClC1=C(C=C(OCC(CN2C[C@H](CCC2)NC(OC(C)(C)C)=O)O)C=C1)F tert-butyl ((3S)-1-(3-(4-chloro-3-fluorophenoxy)-2-hydroxypropyl)piperidin-3-yl)carbamate